N1C=CC=2C1=[N+](C=CC2)[O-] 1H-pyrrolo[2,3-b]pyridine 7-oxide